N-(5-chloro-4-(5,5-dimethyl-5,6-dihydro-4H-pyrrolo[1,2-b]pyrazol-3-yl)pyridin-2-yl)-1-((3-(2,4-dioxotetrahydropyrimidin-1(2H)-yl)pyridin-4-yl)methyl)piperidine-4-carboxamide ClC=1C(=CC(=NC1)NC(=O)C1CCN(CC1)CC1=C(C=NC=C1)N1C(NC(CC1)=O)=O)C1=C2N(N=C1)CC(C2)(C)C